5-{[4-(3-(5-methyl-2-phenyl-4-azolyl)-1-oxo-propyl)-phenyl]-methyl}-thiazolidine-2,4-dione CC1=C(C=C(N1)C1=CC=CC=C1)CCC(=O)C1=CC=C(C=C1)CC1C(NC(S1)=O)=O